N-(2-aminoethyl)-8,9-difluoro-5,6-dimethyl-6H-pyrido[4,3-b]carbazole NCCN1CC=2C(=C(C=3N(C=4C=C(C(=CC4C3C2)F)F)C)C)C=C1